CC(=CCC1=CC2=C(C=C1O)OC(=O)C3=C2OC4=C3C=CC(=C4)O)C The molecule is a member of the class of coumestans that is coumestan substituted by hydroxy groups at positions 3 and 9 and a prenyl group at position 2 respectively. It has a role as a plant metabolite and an estrogen receptor agonist. It is a member of coumestans, a polyphenol and a delta-lactone. It derives from a coumestan.